FC1(CCC(CC1)C=1CCCC2=C(C1C1=CC=C(C=C1)CC1CN(C1)CCCF)C=CC=C2)F 8-(4,4-Difluorocyclohexyl)-9-(4-((1-(3-fluoropropyl)azetidin-3-yl)methyl)phenyl)-6,7-dihydro-5H-benzo[7]annulen